acetic acid 4-(6-acetoxy-2-(1-hydroxyethyl) benzofuran-3-carbonyl-4,5,7-d3)-2,6-dibromophenyl ester C(C)(=O)OC1=C(C2=C(C(=C(O2)C(C)O)C(=O)C2=CC(=C(C(=C2)Br)OC(C)=O)Br)C(=C1[2H])[2H])[2H]